ClC1=CC=C(OCC(=O)NC2C(CN(CC2)CCOC2=CC=C(C=C2)Cl)O)C=C1 2-(4-chlorophenoxy)-N-(1-(2-(4-chlorophenoxy)ethyl)-3-hydroxypiperidin-4-yl)acetamide